C(C)C1=NC(=CC=C1CN1C[C@@H](CC(C1)(F)F)C(=O)O)C=1N=NN(C1CN1C(C=CC(=C1)CCC)=O)C (R)-1-((2-ethyl-6-(1-methyl-5-((2-oxo-5-propylpyridin-1(2H)-yl)methyl)-1H-1,2,3-triazol-4-yl)pyridin-3-yl)methyl)-5,5-difluoropiperidine-3-carboxylic acid